[Si](C1=CC=CC=C1)(C1=CC=CC=C1)(C(C)(C)C)O[C@@H](COC1=CC(=C2C(=N1)SC(=N2)C2=C1N=CC(=NC1=CC(=C2)C)OC)C)C (R)-5-(2-((tert-butyldiphenylsilyl)oxy)propoxy)-2-(2-methoxy-7-methylquinoxalin-5-yl)-7-methylthiazolo[5,4-b]pyridine